Ethyl-3-[4-(hydroxymethyl)-2-methyl-1,3-dioxolan-2-yl]propanoat C(C)OC(CCC1(OCC(O1)CO)C)=O